trans-4-methyl-1-cyclohexanecarboxylic acid C[C@@H]1CC[C@H](CC1)C(=O)O